(E)-ethyl 3-(2-fluoro-5-nitrophenyl)but-2-enoate FC1=C(C=C(C=C1)[N+](=O)[O-])/C(=C/C(=O)OCC)/C